pentamethylcyclopentadienyl(1-n-propyl-1,5,6,7-tetrahydro-s-indacenyl)hafnium CC1=C(C(=C(C1([Hf]C1(C=CC2=CC=3CCCC3C=C12)CCC)C)C)C)C